(1-(4-nitro-3-trifluoromethylphenyl)-1H-pyrazol-3-yl)acetic acid [N+](=O)([O-])C1=C(C=C(C=C1)N1N=C(C=C1)CC(=O)O)C(F)(F)F